C(C)C([O-])CCC.[Mg+2].C(C)C([O-])CCC Magnesium ethyl-n-butoxide